2,5-di(t-butyl)benzene C(C)(C)(C)C1=CC=C(C=C1)C(C)(C)C